CN1N=CC(=C1)C1=NN=C(O1)C(=O)N1[C@@H](C2=C(CC1)NC=N2)C2=NN1C(C=CC(=C1)C(F)(F)F)=C2 (S)-(5-(1-methyl-1H-pyrazol-4-yl)-1,3,4-oxadiazol-2-yl)(4-(6-(trifluoromethyl)pyrazolo[1,5-a]pyridin-2-yl)-6,7-dihydro-1H-imidazo[4,5-c]pyridin-5(4H)-yl)methanone